C[C@@H](CC)NC(O[C@H]1C[C@H](CC1)C1=CC(=NN1)NC(CC=1C=NN(C1)C(C)C)=O)=O (1R,3S)-3-[3-({[1-(propan-2-yl)-1H-pyrazol-4-yl]acetyl}amino)-1H-pyrazol-5-yl]cyclopentyl (2S)-butan-2-ylcarbamate